amino-N,N-dimethylbicyclo[1.1.1]Pentane-1-carboxamide hydrochloride Cl.NC1C2(CC1C2)C(=O)N(C)C